7,8,9,10-tetrahydro-6,10-methano-6H-pyrazino[2,3-H][3]benzoazepine N1=CC=NC2=CC3=C(C4CNCC3C4)C=C21